(4-(6-bromopyridin-2-yl)morpholin-3-yl)methanol BrC1=CC=CC(=N1)N1C(COCC1)CO